2,2'-Azobis(2-methyl-propionamidine) dihydrochloride Cl.Cl.N(=NC(C(=N)N)(C)C)C(C(=N)N)(C)C